(S)-2-amino-3-((S)-6,7-dihydro-5H-pyrrolo[2,1-c][1,2,4]triazol-7-yl)propanamide N[C@H](C(=O)N)C[C@@H]1CCN2C1=NN=C2